N-(5-(2-((2S,6R)-2,6-dimethylpiperidin-1-yl)acetamido)-2-methylpyridin-3-yl)-7-(1-methyl-1H-pyrazol-4-yl)-[1,2,4]triazolo[4,3-a]pyridine-3-carboxamide C[C@@H]1N([C@@H](CCC1)C)CC(=O)NC=1C=C(C(=NC1)C)NC(=O)C1=NN=C2N1C=CC(=C2)C=2C=NN(C2)C